(1R,5S,6r)-6-(5-methyl-4-phenyl-1,2-oxazol-3-yl)-3-azabicyclo[3.1.0]hexane hydrochloride Cl.CC1=C(C(=NO1)C1[C@H]2CNC[C@@H]12)C1=CC=CC=C1